COCC[C@@H]1N(C[C@H](N(C1)C(C)C=1C=C2N=CC=NC2=CC1)C)C=1C=2C(N(C(C1)=O)C)=CN(N2)C2OCCCC2 7-((2s,5r)-2-(2-methoxyethyl)-5-methyl-4-(1-(quinoxalin-6-yl)ethyl)piperazin-1-yl)-4-methyl-2-(tetrahydro-2H-pyran-2-yl)-2,4-dihydro-5H-pyrazolo[4,3-b]pyridin-5-one